ClC1=C(C=C(C=C1O)O)C=CC1=CC=C(O)C=C1 2-Chlororesveratrol